CC1(OB(OC1(C)C)C1=CC=C(C=C1)N1CCC12COC2)C 1-(4-(4,4,5,5-tetramethyl-1,3,2-dioxaborolan-2-yl)phenyl)-6-oxa-1-azaspiro[3.3]heptane